[Cl-].[Cl-].[Cl-].C1(C=CC=C1)[Hf+3] cyclopentadienylhafnium(IV) trichloride